C(C1CO1)OCC1=C(C=C)C(=CC(=C1)COCC1CO1)COCC1CO1 2,4,6-triglycidyloxymethylstyrene